NC1=C(C2=C(C(N(CC2)C(=O)OC(C)(C)C)C)S1)C=1SC2=C(N1)C=C(C=C2)F tert-Butyl 2-amino-3-(5-fluorobenzo[d]thiazol-2-yl)-7-methyl-4,7-dihydrothieno[2,3-c]pyridine-6(5H)-carboxylate